C(C1=CC=CC=C1)NCCN1C2CC(CC1CC2)C=2C=C(C=CC2)O 3-endo-[8-(2-benzylamino-ethyl)-8-azabicyclo[3.2.1]oct-3-yl]-phenol